1,3-diethyl-1H-benzimidazolium C(C)[NH+]1CN(C2=C1C=CC=C2)CC